N-(1,2,3,3a,4,5,6,6a-octahydrocyclopenta[c]pyrrol-4-yl)-N-methyl-6-(1-methylpyrazol-4-yl)pyrazolo[1,5-a]pyridin-4-amine hydrochloride Cl.C1NCC2C1CCC2N(C=2C=1N(C=C(C2)C=2C=NN(C2)C)N=CC1)C